NC=1C2=C(N(C(N1)=O)C=1C(=NC=NC1)C)N=C(C=C2)C2CCCC2 4-amino-7-cyclopentyl-1-(4-methylpyrimidin-5-yl)pyrido[2,3-d]pyrimidin-2-one